BrC=1C=C2C(N(C(=NC2=CC1)[C@@H](CCC)N1CCN(C[C@@H](C1)CO)C)CC)=O 6-Bromo-3-ethyl-2-((R)-1-((S)-6-(hydroxymethyl)-4-methyl-1,4-diazepan-1-yl)butyl)quinazolin-4(3H)-one